Cl.C(C)(C)(C)OC([C@@H](N)C(C)C)=O L-valine tert-butyl ester HCl salt